4,6-dimethyl-3-heptene CC(=CCC)CC(C)C